(Z)-4-bromobutyl carbonate C(OCCCCBr)([O-])=O